Benzyl ((1r,4r)-4-((2-methoxyethyl)(methyl)amino)cyclohexyl)carbamate COCCN(C1CCC(CC1)NC(OCC1=CC=CC=C1)=O)C